CN(CC(=O)NC1=C(C=CC(=C1)OC1=CC(=CC(=C1)[N+](=O)[O-])C=1C(=NOC1C)C)C)C 2-(dimethylamino)-N-(5-(3-(3,5-dimethylisoxazol-4-yl)-5-nitrophenoxy)-2-methylphenyl)acetamide